2-amino-4-chloro-6-methoxypyrazolo[1,5-a]pyridine-3-carbonitrile NC1=NN2C(C(=CC(=C2)OC)Cl)=C1C#N